2-(phenylsulfinyl)anthraquinone C1(=CC=CC=C1)S(=O)C1=CC=2C(C3=CC=CC=C3C(C2C=C1)=O)=O